1-(5-bromo-4-(1-(oxetan-3-yl)-1H-indol-3-yl)pyrimidin-2-yl)-N4-(2-(dimethylamino)ethyl)-2-methoxy-N4-Methyl-5-nitrobenzene-1,4-diamine BrC=1C(=NC(=NC1)C1(C(C=C(C(=C1)[N+](=O)[O-])N(C)CCN(C)C)OC)N)C1=CN(C2=CC=CC=C12)C1COC1